tert-butyl 6-[[1-[5-chloro-4-[[1-ethyl-3-[2-(methylamino)-2-oxo-ethoxy]-2-oxo-6-quinolyl]amino]pyrimidin-2-yl]-4-piperidyl]oxy]-2-azaspiro[3.3]heptane-2-carboxylate ClC=1C(=NC(=NC1)N1CCC(CC1)OC1CC2(CN(C2)C(=O)OC(C)(C)C)C1)NC=1C=C2C=C(C(N(C2=CC1)CC)=O)OCC(=O)NC